CC=1SC(=CN1)C=1N=CC=2N=CN=C(C2N1)N 6-(2-methylthiazol-5-yl)pyrimido[5,4-d]pyrimidin-4-amine